5-norbornene-2,3-dicarboximido-toluenesulfonate C12C3=C(C(CC1)C2)C(N(C3=O)C=3C=CC=C(CS(=O)(=O)[O-])C3)=O